2-(5-{[3-(4-{[1-(1,1-dioxo-1λ6-thian-4-yl)piperidin-4-yl]amino}-1-(2,2,2-trifluoroethyl)-1H-indol-2-yl)prop-2-yn-1-yl]amino}pyridin-2-yl)-2-methylpropanenitrile O=S1(CCC(CC1)N1CCC(CC1)NC1=C2C=C(N(C2=CC=C1)CC(F)(F)F)C#CCNC=1C=CC(=NC1)C(C#N)(C)C)=O